4-cyanophenyl 2,3,4,6-tetra-O-acetyl-β-D-galactopyranoside C(C)(=O)O[C@H]1[C@H](OC2=CC=C(C=C2)C#N)O[C@@H]([C@@H]([C@@H]1OC(C)=O)OC(C)=O)COC(C)=O